3,10-dichloro-5-(2,6-difluoro-4-nitrophenyl)-7-ethyl-5,7-dihydro-6H-dipyrido[2,3-d:2',3'-f][1,3]diazepin-6-one ClC1=CC2=C(C3=C(N(C(N2C2=C(C=C(C=C2F)[N+](=O)[O-])F)=O)CC)N=CC(=C3)Cl)N=C1